1-amino-4,7,10-trioxa-13-tridecylamine NCCCOCCOCCOCCCN